8-((1R,3R)-3-hydroxycyclopentylamino)-3,7-dimethyl-1-(4-(trifluoromethyl)benzyl)-1H-purine-2,6(3H,7H)-dione O[C@H]1C[C@@H](CC1)NC1=NC=2N(C(N(C(C2N1C)=O)CC1=CC=C(C=C1)C(F)(F)F)=O)C